3,5,5-Trimethylhexyl α-hydroxyisobutyrate OC(C(=O)OCCC(CC(C)(C)C)C)(C)C